2-(2-((2-((4-((4-(carboxymethyl)-3,5-dimethyl-1H-pyrazol-1-yl)methyl)phenyl)amino)-2-oxoethyl)amino)-5-(pyrrolidin-1-ylsulfonyl)phenyl)-2-oxoacetic acid C(=O)(O)CC=1C(=NN(C1C)CC1=CC=C(C=C1)NC(CNC1=C(C=C(C=C1)S(=O)(=O)N1CCCC1)C(C(=O)O)=O)=O)C